FC(C=1C=CC=C2C(NC=NC12)=O)(F)F 8-trifluoromethyl-quinazolin-4(3H)-one